FC1=CC=CC(=N1)C1CN(CC1)C(=O)C1=C(OC=2N=CN=C(C21)NC2(CC2)C)C 5-[3-(6-fluoropyridin-2-yl)pyrrolidine-1-carbonyl]-6-methyl-N-(1-methylcyclopropyl)furo[2,3-d]pyrimidin-4-amine